CC[C@](C)(C(=O)C(=O)O)O The molecule is the (R)-enantiomer of 3-hydroxy-3-methyl-2-oxopentanoic acid. It is a conjugate acid of a (R)-3-hydroxy-3-methyl-2-oxopentanoate. It is an enantiomer of a (S)-3-hydroxy-3-methyl-2-oxopentanoic acid.